4-[4-Phenylmethyloxy-3-chloro-2-(methoxymethyloxy)phenyl]-3-methyl-4-oxobutanoic acid methyl ester COC(CC(C(=O)C1=C(C(=C(C=C1)OCC1=CC=CC=C1)Cl)OCOC)C)=O